ethyl-butanamine C(C)C(CCC)N